C(=O)(OC(C)(C)C)NC1=CC=C(C=C1)NC(\C(=C\C1=CC=C(C=C1)O)\C#N)=O (E)-N-(N-Boc-4-aminophenyl)-α-cyano-4-hydroxycinnamamide